BrC(C(=O)OC)C1=C2C3(C(N(C2=C(C=C1)F)C1CCOCC1)=O)CC3 methyl 2-bromo-2-(7'-fluoro-2'-oxo-1'-(tetrahydro-2H-pyran-4-yl)spiro[cyclopropane-1,3'-indolin]-4'-yl)acetate